FC1(CCOCC1)CC1=CC=C(C=C1)B1OC(C(O1)(C)C)(C)C 4-((4-fluorotetrahydro-2H-pyran-4-yl)methyl)phenyl-4,4,5,5-tetramethyl-1,3,2-dioxaborolane